2-fluoro-6-[1-[6-methyl-2-(1-methylindazol-6-yl)-4-oxo-chromen-8-yl]ethylamino]benzoic acid FC1=C(C(=O)O)C(=CC=C1)NC(C)C=1C=C(C=C2C(C=C(OC12)C1=CC=C2C=NN(C2=C1)C)=O)C